5-bromo-8-(((2S,5S)-5-isopropyl-3,6-dimethoxy-2,5-dihydropyrazin-2-yl)methyl)quinoxaline Potassium phosphonate P([O-])([O-])=O.[K+].BrC1=C2N=CC=NC2=C(C=C1)C[C@@H]1N=C([C@@H](N=C1OC)C(C)C)OC.[K+]